7-(3-fluoro-4-(trifluoromethyl)phenyl)-N-(isoquinolin-6-yl)-2-(methoxymethyl)-5-methyl-4,7-dihydropyrazolo[1,5-a]pyrimidine-6-carboxamide FC=1C=C(C=CC1C(F)(F)F)C1C(=C(NC=2N1N=C(C2)COC)C)C(=O)NC=2C=C1C=CN=CC1=CC2